BrC=1C=CC2=C(CCC=3C(=CNC23)C)C1 7-bromo-3-methyl-4,5-dihydro-1H-benzo[g]indole